[NH+]1=CC=CC2=NC=CC=C12 1,5-naphthyridin-1-ium